FC1=C(N=CC2=C1N=C(N=C2N2C[C@@H]1CC[C@H](C2)C1C(=O)OC)OCC12CCCN2CCC1)C1=CC=CC2=CC=CC(=C12)F methyl (1R,5S,8s)-3-(8-fluoro-7-(8-fluoronaphthalen-1-yl)-2-((tetrahydro-1H-pyrrolizin-7a(5H)-yl)methoxy)pyrido[4,3-d]pyrimidin-4-yl)-3-azabicyclo[3.2.1]octane-8-carboxylate